CC1=NN(C(=C1)N)C1=CC=CC=C1 3-methyl-1-phenyl-1H-pyrazol-5-amine